OC(=O)C(F)(F)F.O=C1N(C[C@H]2N1CCNC2)[C@H](CC(=O)O)C (3S)-3-[(8aS)-3-oxo-1,5,6,7,8,8a-hexahydroimidazo[1,5-a]pyrazin-2-yl]butanoic acid TFA salt